6-(7-(2-aminobenzo[d]thiazol-4-yl)-6-chloro-8-fluoro-2-(((S)-1-methylpyrrolidin-2-yl)methoxy)quinazolin-4-yl)-2,6-diazaspiro[3.5]nonane-2-carboxamide NC=1SC2=C(N1)C(=CC=C2)C2=C(C=C1C(=NC(=NC1=C2F)OC[C@H]2N(CCC2)C)N2CC1(CN(C1)C(=O)N)CCC2)Cl